ClC1=CC=C(C=C1)N1CC(CC1=O)NC(=O)NC1=C(C=CC=C1)C 1-[1-(4-chlorophenyl)-5-oxopyrrolidin-3-yl]-3-(2-methylphenyl)urea